(rac)-(6-(3-(Difluoromethoxy)-5-methylphenyl)-2-azaspiro[3.4]octan-2-yl)((1s,3s)-3-hydroxy-3-methylcyclobutyl)methanone FC(OC=1C=C(C=C(C1)C)[C@H]1CC2(CN(C2)C(=O)C2CC(C2)(C)O)CC1)F |r|